4-(trifluoromethoxy)piperidine-1-carboxylic acid tert-butyl ester C(C)(C)(C)OC(=O)N1CCC(CC1)OC(F)(F)F